Cl.C(C)(C)C=1C(=NNC1C=1C=C(C=2N(C1)N=CN2)C)C2CCNCC2 6-(4-isopropyl-3-(piperidin-4-yl)-1H-pyrazol-5-yl)-8-methyl-[1,2,4]triazolo[1,5-a]pyridine HCl